5-(((S)-1-(3-oxo-3-((R)-3-(trifluoromethyl)-5,6,6a,7,9,10-Hexahydro-8H-pyrazino[1,2-a][1,8]naphthyridin-8-yl)propoxy)prop-2-yl)amino)-4-(trifluoromethyl)pyridin O=C(CCOC[C@H](C)NC=1C(=CC=NC1)C(F)(F)F)N1C[C@@H]2N(C=3N=CC(=CC3CC2)C(F)(F)F)CC1